6-(Cyclopropylmethoxy)-2,2-dimethyl-N-(6-(1-methyl-1H-pyrazol-4-yl)pyridin-2-yl)-2,3-dihydrofuro[2,3-b]pyridine-5-carboxamide C1(CC1)COC1=C(C=C2C(=N1)OC(C2)(C)C)C(=O)NC2=NC(=CC=C2)C=2C=NN(C2)C